C1(CCC2=C(C=3CCC(C3C=C12)([2H])[2H])NC(=O)N=[S@@](=O)(N)C1=CN=C(S1)C(C)(C)O)([2H])[2H] (S)-N'-((1,2,3,5,6,7-hexahydro-s-indacen-4-yl-1,1,7,7-d4)carbamoyl)-2-(2-hydroxy-propan-2-yl)thiazole-5-sulfonimidamide